[(3S)-3-(1H-1,2,4-Triazol-5-yl)pyrrolidin-1-yl]-[6-[[5-(trifluoromethyl)-3-pyridyl]methyl]-2-azaspiro[3.3]heptan-2-yl]methanone N1N=CN=C1[C@@H]1CN(CC1)C(=O)N1CC2(C1)CC(C2)CC=2C=NC=C(C2)C(F)(F)F